4-(1-(2,4-dimethyl-5-(5-((tetrahydrofuran-3-yl)methyl)-4H-1,2,4-triazol-3-yl)benzoyl)piperidin-4-yl)benzonitrile CC1=C(C(=O)N2CCC(CC2)C2=CC=C(C#N)C=C2)C=C(C(=C1)C)C1=NN=C(N1)CC1COCC1